4-chloro-1-(2-(1-(cyclopropanecarbonyl)piperidin-4-yl)ethyl)-N-(3-fluoro-5-(thiophen-2-ylethynyl)pyridin-2-yl)-1H-pyrazole-3-carboxamide ClC=1C(=NN(C1)CCC1CCN(CC1)C(=O)C1CC1)C(=O)NC1=NC=C(C=C1F)C#CC=1SC=CC1